methyl (2S)-3-amino-2-[[4-[[3-(2,3-difluoro-4-methoxyphenyl)imidazo[1,2-a]pyrazin-8-yl]amino]-2-ethylbenzoyl]amino]propanoate NC[C@@H](C(=O)OC)NC(C1=C(C=C(C=C1)NC=1C=2N(C=CN1)C(=CN2)C2=C(C(=C(C=C2)OC)F)F)CC)=O